[4-[3-(difluoromethoxy)phenoxy]phenyl]methanol FC(OC=1C=C(OC2=CC=C(C=C2)CO)C=CC1)F